N1(CCCCC1)C(=O)O.N1CCC(CC1)OC=1C=C(C=CC1)C1C(NC(CC1)=O)=O 3-[3-(4-piperidyloxy)phenyl]piperidine-2,6-dione piperidine-1-carboxylate